CN(C)CC=1SC=C(N1)C(=O)NC1=C(C=C(C(=C1)C=1C=NC(=NC1)N1CCOCC1)F)N1C[C@H](N(CC1)C)C 2-[(dimethylamino)methyl]-N-[4-fluoro-5-(2-morpholin-4-ylpyrimidin-5-yl)-2-[(3R)-3,4-dimethylpiperazin-1-yl]phenyl]-1,3-thiazole-4-carboxamide